FC=1C=C(C=CC1F)[C@H](C(F)(F)F)N(S(=O)(=O)C=1C=NN(C(C1)=O)C)CC (R)-N-(1-(3,4-difluorophenyl)-2,2,2-trifluoroethyl)-N-ethyl-1-methyl-6-oxo-1,6-dihydropyridazine-4-sulfonamide